C1(CC1)C1=C(C(=NO1)C1=C(C=CC=C1Cl)Cl)CO[C@H]1[C@@H]2C(N([C@H](C1)C2)C=2SC1=C(N2)C(=CC(=C1)C(=O)OC)CC)=O methyl 2-[(1S,4R,5R)-5-[[5-cyclopropyl-3-(2,6-dichlorophenyl)-1,2-oxazol-4-yl]methoxy]-3-oxo-2-azabicyclo[2.2.1]heptan-2-yl]-4-ethyl-1,3-benzothiazole-6-carboxylate